OC(CN(C(C1=CC=CC=C1)=O)C)(C)C N-(2-hydroxyl-2-methylpropyl)-N-methylbenzamide